C(C)P(=O)(CC)C1=C(C=C(C=C1)C1=CC2=C(N=C3N2[C@H]2C4=C(C(N([C@@H]3C2)C([2H])([2H])[2H])=O)C=CC=C4OC(F)F)C=C1)F (7R,14R)-11-(4-(diethylphosphoryl)-3-fluorophenyl)-1-(difluoromethoxy)-6-(methyl-d3)-6,7-dihydro-7,14-methanobenzo[f]benzo[4,5]imidazo[1,2-a][1,4]diazocin-5(14H)-one